5-(2-((2-(2,5-dimethylthiazol-4-yl)ethyl)amino)-2-oxoacetyl)-N-(4-fluoro-3-methylphenyl)-1,2,4-trimethyl-1H-pyrrole-3-carboxamide CC=1SC(=C(N1)CCNC(C(=O)C1=C(C(=C(N1C)C)C(=O)NC1=CC(=C(C=C1)F)C)C)=O)C